C1(=CC=CC=C1)[C@@H](C)N1CCC2=CC(=CC=C12)C(=O)N ((R)-1-phenylethyl)indoline-5-carboxamide